(E)-1-(4-((4-fluorophenyl)sulfonyl)piperazin-1-yl)-3-(4-hydroxy-3-methoxyphenyl)prop-2-en-1-one FC1=CC=C(C=C1)S(=O)(=O)N1CCN(CC1)C(\C=C\C1=CC(=C(C=C1)O)OC)=O